N[C@H]1C[C@H](N(CC1)C(=O)N1CC2(CCCC2)C(CC1)CN1C=NC2=C(C1=O)C=NN2C2CC2)C2=CC=CC=C2 5-((7-((2S,4R)-4-Amino-2-phenylpiperidine-1-carbonyl)-7-azaspiro[4.5]decan-10-yl)methyl)-1-cyclopropyl-1,5-dihydro-4H-pyrazolo[3,4-d]pyrimidin-4-one